NC1=NC(=CC(=N1)N1CCC2(C[C@H](NC2)C(=O)O)CC1)O[C@@H](C(F)(F)F)C1=C(C=C(C=C1)Cl)C1=CC(=CC=C1)C(=C)C (S)-8-(2-amino-6-((R)-1-(5-chloro-3'-(prop-1-en-2-yl)-[1,1'-biphenyl]-2-yl)-2,2,2-trifluoroethoxy)pyrimidin-4-yl)-2,8-diazaspiro[4.5]decane-3-carboxylic acid